FC1=CC=C(S1)C=1C2=C(N3C1C=NCC3)N=CC(=C2)C(F)(F)F 5-(5-fluorothiophen-2-yl)-3-(trifluoromethyl)-8,9-dihydropyrido[3',2':4,5]pyrrolo[1,2-a]pyrazin